N-cyclopropyl-N-((2R,3S)-2-methylazetidin-3-yl)methanesulfonamide trifluoroacetate FC(C(=O)O)(F)F.C1(CC1)N(S(=O)(=O)C)[C@@H]1[C@H](NC1)C